FC(C(=O)N1CC(C1)(N1N=C(C=2C1=NC=CC2)C2=CC=C(C=C2)C(F)(F)F)CF)=C 2-fluoro-1-(3-(fluoromethyl)-3-(3-(4-(trifluoromethyl)phenyl)-1H-pyrazolo[3,4-b]pyridin-1-yl)azetidin-1-yl)prop-2-en-1-one